Cl.O[C@@H]1C[C@H](NC1)CO (2S,4R)-4-Hydroxyprolinol Hydrochloride